ClC=1SC2=C(N1)C(=CC(=C2OC)OC)C(C(C)(C)C)O 1-(2-chloro-6,7-dimethoxybenzo[d]thiazol-4-yl)-2,2-dimethylpropan-1-ol